N=1C=CN2C1C=CC(=C2)C=2C=CN1N=C(N=CC12)NC1CC2(CNC2)C1 5-(imidazo[1,2-a]pyridin-6-yl)-N-(2-azaspiro[3.3]heptane-6-yl)pyrrolo[2,1-f][1,2,4]triazin-2-amine